ClC=1C=C(C=CC1C)C1CCC2(CN(C2)C(=O)C2CC(C2)(C)O)CC1 (7-(3-Chloro-4-methylphenyl)-2-azaspiro[3.5]nonan-2-yl)((1s,3s)-3-hydroxy-3-methylcyclobutyl)methanon